ClC1=CC2=C(N=C(S2)C2N(C(CC2)=O)CC(=O)N)C=C1 (2-(6-chlorobenzothiazol-2-yl)-5-oxopyrrolidin-1-yl)acetamide